N-(5-chloropyridin-2-yl)-2-{2-ethyl-5,8-dioxo-6-[(±)-tetrahydrofuran-2-ylmethyl]-5,6,7,8-tetrahydro-4H-pyrazolo[1,5-a]pyrrolo[3,4-d]pyrimidin-4-yl}acetamide ClC=1C=CC(=NC1)NC(CN1C=2N(C(C3=C1C(N(C3)C[C@@H]3OCCC3)=O)=O)N=C(C2)CC)=O |r|